3-oxo-2-phenyl-7-(trifluoromethyl)isoindoline-5-carbaldehyde O=C1N(CC2=C(C=C(C=C12)C=O)C(F)(F)F)C1=CC=CC=C1